C(C1=CC=CC=C1)(=O)O[C@H]1[C@H](O[C@@H]([C@@H]([C@@H]1OC(C1=CC=CC=C1)=O)OC(C1=CC=CC=C1)=O)[C@@H](CC=C)N[S@](=O)C(C)(C)C)SCC(C=C)CO[Si](C)(C)C(C)(C)C (2R,3R,4S,5S,6R)-2-((2-(((tert-butyldimethylsilyl)oxy)methyl)but-3-en-1-yl)thio)-6-((R)-1-(((R)-tert-butylsulfinyl)amino)but-3-en-1-yl)tetrahydro-2H-pyran-3,4,5-triyl tribenzoate